(2S,3R)-2-(9H-fluoren-9-ylmethoxycarbonyl-amino)-3-methoxy-butanoic acid C1=CC=CC=2C3=CC=CC=C3C(C12)COC(=O)N[C@H](C(=O)O)[C@@H](C)OC